COC([C@@H](CC)N1C(C[C@H](C1)CCC)=O)=O |&1:3| (2RS)-2-[(4R)-2-oxo-4-propyl-pyrrolidin-1-yl]butyric acid methyl ester